(hexadecyl)imidazole bromine salt [Br].C(CCCCCCCCCCCCCCC)C=1NC=CN1